CN(C1=CC=C(C=C1)C1=CC=C(C=N1)C(=O)NC=1SC=C(N1)C)C(CC)=O 6-[4-[methyl(propanoyl)amino]phenyl]-N-(4-methylthiazol-2-yl)pyridine-3-carboxamide